CC1CCC12CC(C2)NC(=O)C2=C(SC(=C2CC2=CC=C(C=C2)C2=CC=CC=C2)Br)Br Methyl-6-(4-([1,1'-biphenyl]-4-ylmethyl)-2,5-dibromothiophene-3-carboxamido)spiro[3.3]heptane